FC(C1=CC(=C(C(=O)OC)C=C1)NC1=C(C=C(C=C1)F)C(C)C)F methyl 4-(difluoro-methyl)-2-((4-fluoro-2-isopropylphenyl)-amino)benzoate